2-Methoxy-4-(1-((5-methoxy-7-methyl-1H-indol-4-yl)methyl)-4-(2,2,2-trifluoroethyl)piperazin-2-yl)benzoic acid COC1=C(C(=O)O)C=CC(=C1)C1N(CCN(C1)CC(F)(F)F)CC1=C2C=CNC2=C(C=C1OC)C